C1(CC1)C=1N=NN(C1)[C@H](C(=O)N1[C@@H](C[C@H](C1)O)C(=O)NCC=1NC(NC1)=O)C(C)(C)C (2S,4R)-1-[(2S)-2-(4-cyclopropyltriazol-1-yl)-3,3-dimethyl-butanoyl]-4-hydroxy-N-[(2-oxo-1,3-dihydroimidazol-4-yl)methyl]pyrrolidine-2-carboxamide